C(C)OC(C(=O)C1=CC=CC=C1)(C1=CC=CC=C1)OCC 2,2-di-ethoxy-2-phenylacetophenone